FC=1C=CC(=NC1C(F)(F)F)C(N[S@](=O)C(C)(C)C)C1COC(CC1)C(F)(F)F (R)-N-((5-fluoro-6-(trifluoromethyl)pyridin-2-yl)(6-(trifluoromethyl)tetrahydro-2H-pyran-3-yl)methyl)-2-methylpropane-2-sulfinamide